4-t-butyl-2,6-dimethylbenzaldehyde C(C)(C)(C)C1=CC(=C(C=O)C(=C1)C)C